C(C)N1C2=NC(=NC(=C2N=C1N1CC(C1)O)N1CCOCC1)N1N=C(C(=C1)C1=CC=CC=C1)OC 1-(9-ethyl-2-(3-methoxy-4-phenyl-1H-pyrazol-1-yl)-6-morpholino-9H-purin-8-yl)azetidin-3-ol